C(C)NCC1=CC=C(C#N)C=C1 4-((ethylamino)methyl)benzonitrile